FC(CCC1=NN=C(S1)C(=O)NCC1=NC=C(C=C1)C(F)(F)F)CN1N=NC(=C1)C(NC)=O 5-{3-fluoro-4-[4-(methylcarbamoyl)-1H-1,2,3-triazol-1-yl]butyl}-N-{[5-(trifluoromethyl)pyridin-2-yl]methyl}-1,3,4-thiadiazole-2-carboxamide